FC1=C(C=C(C(=C1)F)I)O 2,4-difluoro-5-iodophenol